O=C1NC(CCC1NC1=CC=C(C=C1)C1CCN(CC1)CC(=O)N1CCC(CC1)OC1=CC=C(C=C1)C=1C=C2C(=NC1)NC=C2C(C2=C(C(=CC=C2F)NS(N(C)CC)(=O)=O)F)=O)=O 5-[4-[[1-[2-[4-[4-[(2,6-dioxo-3-piperidyl)amino]phenyl]-1-piperidyl]acetyl]-4-piperidyl]oxy]phenyl]-3-[3-[[ethyl(methyl)sulfamoyl]amino]-2,6-difluoro-benzoyl]-1H-pyrrolo[2,3-b]pyridine